C1(CCC1)N[C@@H]1CN(CC1)C1=CC(=C(N=N1)C1=C(C=C(C=C1)C1=CN=NC(=C1)OC)O)C (S)-2-(6-(3-(cyclobutylamino)pyrrolidin-1-yl)-4-methylpyridazin-3-yl)-5-(6-methoxypyridazin-4-yl)phenol